N-[(1S)-5-[2-(2-aminopyridin-3-yl)-5-[1-(difluoromethyl)pyrazol-3-yl]imidazo[4,5-b]pyridin-3-yl]-2,3-dihydro-1H-inden-1-yl]-3-formyl-4-hydroxybenzamide NC1=NC=CC=C1C1=NC=2C(=NC(=CC2)C2=NN(C=C2)C(F)F)N1C=1C=C2CC[C@@H](C2=CC1)NC(C1=CC(=C(C=C1)O)C=O)=O